[2H]C(C(O[2H])([2H])[2H])([2H])[2H] 1,1,1,2,2-pentadeuterio-2-deuteriooxy-ethane